3-(2-difluoromethoxyphenyl)-5-methylisoxazole-4-carboxylic acid FC(OC1=C(C=CC=C1)C1=NOC(=C1C(=O)O)C)F